9-(4-(1H-pyrazol-4-yl)benzyl)-2-chloro-7,9-dihydro-8H-purin-8-one N1N=CC(=C1)C1=CC=C(CN2C3=NC(=NC=C3NC2=O)Cl)C=C1